C(C)(C)(C)OC(N(C)CCOC(CC1=C(N=NC(=C1C)Cl)Cl)CO)=O N-(2-{[1-(3,6-dichloro-5-methylpyridazin-4-yl)-3-hydroxyprop-2-yl]oxy}ethyl)-N-methylcarbamic acid tert-butyl ester